ClC1=C(C=C2CNC(C2=C1)=O)C(F)(F)F 6-Chloro-5-(trifluoromethyl)isoindolin-1-one